N[C@@H](CC#N)C1=CC=C(C=C1)S(=O)(=O)CC (S)-3-amino-3-(4-(ethylsulfonyl)phenyl)propionitrile